tert-butyl 7-(2-fluoro-6-nitrophenyl)-1,7-diazaspiro[3.5]nonane-1-carboxylate FC1=C(C(=CC=C1)[N+](=O)[O-])N1CCC2(CCN2C(=O)OC(C)(C)C)CC1